ClC=1C(=NC=CC1C1=CC(=C(OC[C@](CC(C)C)(N)C)C=C1)C(F)(F)F)F (S)-1-(4-(3-chloro-2-fluoropyridin-4-yl)-2-(trifluoromethyl)phenoxy)-2,4-dimethylpentan-2-amine